1-(3-chlorophenyl-ethyl)-3-((4-(methylsulfonyl)phenoxy)methyl)piperidine ClC=1C=C(C=CC1)CCN1CC(CCC1)COC1=CC=C(C=C1)S(=O)(=O)C